ClC1=NC=CC(=N1)C1=CN=C2N1C=CC=C2F 3-(2-chloropyrimidin-4-yl)-8-fluoroimidazo[1,2-a]Pyridine